methyl (E)-2-(2-(2-acetoxynaphthalen-1-yl)vinyl)benzoate C(C)(=O)OC1=C(C2=CC=CC=C2C=C1)/C=C/C1=C(C(=O)OC)C=CC=C1